C(C)(=O)O[C@H]1[C@@H](O[C@]([C@H]1OCC1=CC=CC=C1)(C)COCC1=CC=CC=C1)N1C(N=C(C(=C1)Br)N)=O (2R,3R,4S,5R)-2-(4-amino-5-bromo-2-oxopyrimidin-1(2H)-yl)-4-(benzyloxy)-5-((benzyloxy) methyl)-5-methyltetrahydrofuran-3-yl acetate